acrylic acid N,N-di-isopropylamide C(C)(C)N(C(C=C)=O)C(C)C